C(C)(C)(C)OC(=O)N1CC2(C1)CC(C2)C2=NC(=NN2)C(F)(F)F 6-[3-(trifluoromethyl)-1H-1,2,4-triazol-5-yl]-2-azaspiro[3.3]heptane-2-carboxylic Acid Tert-Butyl Ester